COCCN(C1=CC=CC(=N1)S(=O)(=O)NC(=O)C=1C(=NC=CC1)N1C(CC(C1)C)(C)C)CCC N-[[6-[2-methoxyethyl(propyl)amino]-2-pyridyl]sulfonyl]-2-(2,2,4-trimethylpyrrolidin-1-yl)pyridine-3-carboxamide